methyl(octyl)silylbis(9-fluorenyl)zirconium C[Zr](C1C2=CC=CC=C2C=2C=CC=CC12)(C1C2=CC=CC=C2C=2C=CC=CC12)[SiH2]CCCCCCCC